C(C)OC(C(C1=NN(C(C=C1)=O)C)(F)F)=O 2,2-difluoro-2-(1-methyl-6-oxo-1,6-dihydropyridazin-3-yl)acetic acid ethyl ester